C1(CCC1)N1CCC2(OC3(CC3)C(N(C2)CC)=O)CC1 8-Cyclobutyl-12-ethyl-4-oxa-8,12-diazadispiro[2.1.5.3]tridecan-13-on